C1(=CC=CC=C1)NC(NC1=C(C=CC=C1)NS(=O)(=O)C1=CC=CC=C1)=O N-[2-(3-Phenyl-ureido)phenyl]benzenesulfonamide